Tert-Dodecyl mercaptan CC(C)C(C)(C)C(C)(C)C(C)(C)S